CN1N=CC(=C1C)C1=NC(=C2N=CN(C2=N1)[C@H]1[C@@H]([C@@H]([C@H](O1)C(=O)NCC)O)O)NC (2s,3s,4r,5r)-5-(2-(1,5-dimethyl-1H-pyrazol-4-yl)-6-(methylamino)-9H-purin-9-yl)-N-ethyl-3,4-dihydroxytetrahydrofuran-2-carboxamide